5-[(1R)-1-(3,5-dichloro-2-methyl-4-pyridyl)ethoxy]-3-(6-fluoro-5-methyl-3-pyridyl)-1-tetrahydropyran-2-yl-indazole ClC=1C(=NC=C(C1[C@@H](C)OC=1C=C2C(=NN(C2=CC1)C1OCCCC1)C=1C=NC(=C(C1)C)F)Cl)C